C1(=CC=CC=C1)C(=O)C1(CCCCC1)O 1-hydroxyl-cyclohexyl phenyl ketone